7,7-dichloro-bicyclo[3.2.0]hept-2-en-6-one ClC1(C(C2CC=CC12)=O)Cl